ClC1=CC(=C(C=C1)/C=C/C(=O)N[C@H](C(=O)OC)CC1CC1)F methyl (S,E)-2-(3-(4-chloro-2-fluorophenyl)acrylamido)-3-cyclopropylpropanoate